tert-butyl 2-(3-(((2-((2-(trifluoromethoxy)benzamido)methyl)pyrazolo[1,5-c]quinazolin-5-yl)thio)methyl)azetidin-1-yl)acetate FC(OC1=C(C(=O)NCC2=NN3C(=NC=4C=CC=CC4C3=C2)SCC2CN(C2)CC(=O)OC(C)(C)C)C=CC=C1)(F)F